2-(3,4-difluorobenzyl)-N3-(1H-indol-5-yl)quinoxaline-2,3-diamine FC=1C=C(CC2(NC3=CC=CC=C3N=C2NC=2C=C3C=CNC3=CC2)N)C=CC1F